Dimethylhafnium [2',2'''-(pyridine-2,6-diyl)bis(3,5-bis(2-phenylpropan-2-yl)-5-[1,1'-biphenyl]-2-olate)] N1=C(C=CC=C1C1=C(C=CC=C1)C=1C(=C(CC(C1)(C(=O)[O-])C(C)(C)C1=CC=CC=C1)C(C)(C)C1=CC=CC=C1)O)C1=C(C=CC=C1)C=1C(=C(CC(C1)(C(=O)[O-])C(C)(C)C1=CC=CC=C1)C(C)(C)C1=CC=CC=C1)O.C[Hf+2]C